NC1=C(N=C(S1)C1=C(C=CC=C1F)F)C(=O)NC=1C(=C2C(=NC1)OCC2)N2C[C@H](C[C@H](C2)C)N 5-amino-N-{4-[(3S,5R)-3-amino-5-methylpiperidin-1-yl]-2,3-dihydrofuro[2,3-b]pyridin-5-yl}-2-(2,6-difluorophenyl)-1,3-thiazole-4-carboxamide